COC(=O)C1=CNCC=2C=CC=NC12 5,6-dihydro-1,6-naphthyridine-8-carboxylic acid methyl ester